ClC1=C(C(C#N)=C(C(=C1OC1=C(C=CC=C1)C1CCCCC1)Cl)Cl)C#N 3,5,6-trichloro-4-(2-cyclohexylphenoxy)-phthalonitrile